3-(6-((8-((5-(2,3-difluoro-6-(2-morpholinothiazol-4-yl)phenoxy)pentyl)amino)octyl)amino)-4-oxobenzo[d][1,2,3]triazin-3(4H)-yl)piperidine-2,6-dione FC1=C(OCCCCCNCCCCCCCCNC2=CC3=C(N=NN(C3=O)C3C(NC(CC3)=O)=O)C=C2)C(=CC=C1F)C=1N=C(SC1)N1CCOCC1